7-benzyl-N-isobutyl-1-isopentyl-4-oxooctahydro-6H-3,6-methanopyrrolo[3,2-c]pyridine-6-carboxamide C(C1=CC=CC=C1)C1C2C3C(NC1(CC3CN2CCC(C)C)C(=O)NCC(C)C)=O